S1C(=CC=C1)CC(=O)N 2-(thiophene-2-yl)acetamide